hydroxy-6-methyl-isoindol-5-ol OC=1NC=C2C=C(C(=CC12)C)O